C(C)ONC(C1=CN=C(C=C1NC1=C(C(=CC=C1)C1=NC=C(N=C1)C)OC)NC=1C=NC(=CC1)C(F)(F)F)=O N-Ethoxy-4-((2-methoxy-3-(5-methylpyrazin-2-yl)phenyl)amino)-6-((6-(trifluoromethyl)pyridine-3-yl)amino)nicotinamide